4-{[4-(2-methylphenyl)piperazin-1-yl]methyl}-7-hydroxybenzofuran CC1=C(C=CC=C1)N1CCN(CC1)CC1=CC=C(C2=C1C=CO2)O